methyl (2,2,2-trifluoroethyl) methylphosphonate CP(OC)(OCC(F)(F)F)=O